C(C)(C)(C)OC(=O)NC(C(=O)[O-])CC1=C(C=CC=C1)Cl 2-(tert-butoxycarbonylamino)-3-(2-chlorophenyl)propanoate